[Mg].[Si].[Al] aluminum-silicon-magnesium